tert-butyl (2R,5S)-4-(5-amino-1-methyl-6-(methylamino)-2-oxo-1,2-dihydropyrimidin-4-yl)-2,5-diethylpiperazine-1-carboxylate NC=1C(=NC(N(C1NC)C)=O)N1C[C@H](N(C[C@@H]1CC)C(=O)OC(C)(C)C)CC